[13C]([13C]1=[13CH]N=[13CH][13CH]=[13CH]1)(=O)O Nicotinic acid-13C6